The molecule is a 3-carboxy-2,3-dihydroxypropanoate. It is a conjugate base of a meso-tartaric acid. It is a conjugate acid of a meso-tartrate(2-). [H+].[C@@H]([C@@H](C(=O)[O-])O)(C(=O)[O-])O